COC1=NC=CC=C1CC(=O)N(C)C 2-methoxypyridin-3-yl-N,N-dimethylacetamide